CN(C(CCOCCCCC)=O)C N,N-dimethyl-β-pentoxypropionamide